NC1=C(C=CC(=C1)F)O amino-4-fluorophenol